O(O)O.[Fe] iron (oxy) hydroxide